2,5-di-methylphenol CC1=C(C=C(C=C1)C)O